ethyl 4-fluoro-6-nitro-5-(trifluoromethylsulfonyloxy)indane-2-carboxylate FC1=C2CC(CC2=CC(=C1OS(=O)(=O)C(F)(F)F)[N+](=O)[O-])C(=O)OCC